4-vinyl-2-hydroxybenzoic acid C(=C)C1=CC(=C(C(=O)O)C=C1)O